ONC(CCCCCCCC(=O)O[C@H]1CC[C@@]2(C3CC[C@@]4(C(=CCC4C3CC=C2C1)C=1C=NC=CC1)C)C)=O (3S,10R,13S)-10,13-dimethyl-17-(pyridin-3-yl)-2,3,4,7,8,9,10,11,12,13,14,15-dodecahydro-1H-cyclopenta[a]phenanthren-3-yl 9-(hydroxyamino)-9-oxononanoate